C[C@@H]1OC=2N=CC=C(NC3=NC=C4C=C(C(N(CCCC1)C4=N3)=O)N3CCN(C4=C(C=CC=C34)C)C(C=C)=O)C2 (9S)-9-methyl-16-(5-methyl-4-prop-2-enoyl-2,3-dihydroquinoxalin-1-yl)-8-oxa-2,6,14,20,21-pentazatetracyclo[12.6.2.13,7.018,22]tricosa-1(20),3,5,7(23),16,18,21-heptaen-15-one